Sodium Iodide [I-].[Na+]